ClC=1C=C(C(=O)NCCCCCCC(=O)NO)C=CC1CC1=CNC2=CC=C(C=C12)[N+](=O)[O-] 3-chloro-N-(7-(hydroxyamino)-7-oxoheptyl)-4-((5-nitro-1H-indol-3-yl)methyl)benzamide